tert-butyl (R)-3-(propylamino)pyrrolidine-1-carboxylate C(CC)N[C@H]1CN(CC1)C(=O)OC(C)(C)C